(E)-4-((2-allyl-2-phenylhydrazino)methyl)-N,N-diphenylaniline C(C=C)N(NCC1=CC=C(N(C2=CC=CC=C2)C2=CC=CC=C2)C=C1)C1=CC=CC=C1